4-methyl-2,5-dimethyl-3(2H)-furanone CC=1C(C(OC1C)C)=O